3-{4-[(1-methyl-1H-indol-3-yl)methyl]phenyl}-5-(trifluoromethyl)-4,5-dihydro-1,2-oxazol-5-ol CN1C=C(C2=CC=CC=C12)CC1=CC=C(C=C1)C1=NOC(C1)(O)C(F)(F)F